3-(pyrrolin-1-yl)aniline N1(C=CCC1)C=1C=C(N)C=CC1